9-β-D-Ribosylhypoxanthine [C@@H]1([C@H](O)[C@H](O)[C@H](O1)CO)N1C=2N=CNC(C2N=C1)=O